Cl.FC(C=1C(=C(C=CC1)[C@@H](C)N)F)F (R)-1-(3-(difluoromethyl)-2-fluorophenyl)ethylamine hydrochloride